CN(C)CCOC(C(=C)C)=O.OC1=C(C=C(C=C1C(C)(C)C)C)N1N=C2C(=N1)C=CC=C2 2-(2'-hydroxy-3'-t-butyl-5'-methylphenyl)benzotriazole N,N-dimethylaminoethyl-methacrylate